3-(2-(2-Hydroxyethoxy)ethoxy)propionic acid ethyl ester C(C)OC(CCOCCOCCO)=O